gamma-nonanone CCC(CCCCCC)=O